2-((2S)-4-(7-chloro-2'-(((S)-1-methylpyrrolidin-2-yl)methoxy)-3,4,5',8'-tetrahydro-2H,6'H-spiro[naphthalene-1,7'-quinazolin]-4'-yl)-1-(2-fluoroacryloyl)piperazin-2-yl)acetonitrile ClC1=CC=C2CCCC3(CCC=4C(=NC(=NC4C3)OC[C@H]3N(CCC3)C)N3C[C@@H](N(CC3)C(C(=C)F)=O)CC#N)C2=C1